N-((3S,4S)-3-((6-(2,6-dichloro-3,5-dimethoxyphenyl)-8-((2-morpholinoethyl)amino)pyrido[3,4-d]pyrimidin-2-yl)amino)tetrahydro-2H-pyran-4-yl)acrylamide ClC1=C(C(=C(C=C1OC)OC)Cl)C1=CC2=C(N=C(N=C2)N[C@@H]2COCC[C@@H]2NC(C=C)=O)C(=N1)NCCN1CCOCC1